(±)-(Trans)-3-fluoro-4-(4-nitro-1H-pyrazol-1-yl)-1-(oxetan-3-yl)piperidine F[C@@H]1CN(CC[C@H]1N1N=CC(=C1)[N+](=O)[O-])C1COC1 |r|